tris(isopropoxy)indium(III) C(C)(C)O[In](OC(C)C)OC(C)C